dimethyl-β-propiolactone CC1(C(=O)OC1)C